(R)-(6-((1-(tert-butoxycarbonyl)piperidin-3-yl)(6-fluoroisoquinolin-1-yl)carbamoyl)pyridin-3-yl)boronic acid C(C)(C)(C)OC(=O)N1C[C@@H](CCC1)N(C(=O)C1=CC=C(C=N1)B(O)O)C1=NC=CC2=CC(=CC=C12)F